2-(4-((4-ethylpiperazin-1-yl)methyl)phenyl)-5,7-dimethoxyquinazolin-4(3H)-one C(C)N1CCN(CC1)CC1=CC=C(C=C1)C1=NC2=CC(=CC(=C2C(N1)=O)OC)OC